COC(=O)C1=CC2=C(N(C(=N2)C(C)C)C2=NC=3CCC(NC3C=C2)=O)C=C1 2-isopropyl-1-(6-oxo-7,8-dihydro-5H-1,5-naphthyridin-2-yl)benzimidazole-5-carboxylic acid methyl ester